chloromagnesium tetrakis(pentafluorophenyl)borate FC1=C(C(=C(C(=C1[B-](C1=C(C(=C(C(=C1F)F)F)F)F)(C1=C(C(=C(C(=C1F)F)F)F)F)C1=C(C(=C(C(=C1F)F)F)F)F)F)F)F)F.Cl[Mg+]